3-(5-(Bromomethyl)pyrazin-2-yl)piperidine-2,6-dione BrCC=1N=CC(=NC1)C1C(NC(CC1)=O)=O